COC=1C=C(C=CC1OC)C=1NC2=CC=C(C=C2C1C(C)C)C1=NN=C(O1)CN(CCOC)C N-((5-(2-(3,4-Dimethoxyphenyl)-3-isopropyl-1H-indol-5-yl)-1,3,4-oxadiazol-2-yl)methyl)-2-methoxy-N-methylethan-1-amin